C[Si](C1=CC=CC=C1)(CCC1CC2OC2CC1)CCC1CC2OC2CC1 methyl-bis[2-(7-oxabicyclo[4.1.0]hept-3-yl)ethyl]phenylsilane